C(C)(C)(C)NS(=O)(=O)C1=CC(=NN1C)C(=O)N1CC2(C3=CC(=CC=C13)NS(=O)(=O)C)CCCCC2 N-(tert-butyl)-1-methyl-3-(5'-(methylsulfonamido)spiro[cyclohexane-1,3'-indoline]-1'-carbonyl)-1H-pyrazole-5-sulfonamide